3-(methoxymethoxy)-1-naphthoic acid ethyl ester C(C)OC(=O)C1=CC(=CC2=CC=CC=C12)OCOC